6-(6'-Chlorospiro[cyclopropane-1,3'-pyrrolo[3,2-c]pyridine]-1'(2'H)-yl)-2-(1,1-difluoroethyl)pyrimidine-4-carboxylic acid ethyl ester C(C)OC(=O)C1=NC(=NC(=C1)N1CC2(C=3C=NC(=CC31)Cl)CC2)C(C)(F)F